ClC[C@@H](CC(CC(=O)[O-])=O)O (5R)-6-chloro-5-hydroxy-3-oxo-hexanoate